ClC1=C(C=CC=C1C1=C(C(=NC=C1)C1=CC(=C(C=C1)CN1CCC(CC1)CO)OC)Cl)C1=CC=C(C(=N1)OC)CNC1CCN(CC1)C(C)=O 1-(4-(((6-(2-chloro-3-(3-chloro-2-(4-((4-(hydroxymethyl)piperidin-1-yl)methyl)-3-methoxyphenyl)pyridin-4-yl)phenyl)-2-methoxypyridin-3-yl)methyl)amino)piperidin-1-yl)ethan-1-one